dichlorobis(4-methyl-isopropylphenyl)ruthenium Cl[Ru](C1=C(C=C(C=C1)C)C(C)C)(C1=C(C=C(C=C1)C)C(C)C)Cl